O1N(C=CC=C1)NC(O)=O.N(C(=N)N)C=C1CC=C(C=C1)C1=NOC(=C1)C=1C=NC=C(C1)C1=CC=C(C=C1)S(=O)(=O)C(C)C 3-(3-(4-(guanidinomethylene)phenyl)isoxazol-5-yl)-5-(4-(isopropylsulfonyl)phenyl)pyridine (oxazin-2-yl)carbamate